BrC1=C(N(N=C1)C)C=1C=C(C=CC1OCCCN(C)C)NC(=O)NC1=CC(=C(C=C1)F)F 1-[3-(4-Bromo-2-methyl-2H-pyrazol-3-yl)-4-(3-dimethylamino-propoxy)-phenyl]-3-(3,4-difluorophenyl)-urea